1-(6-Butyl-4-((2R,3S)-2-methyl-3-((methylsulfonyl)methyl)azetidin-1-yl)pyridin-2-yl)-6-(4-methoxypyridin-3-yl)-4-methyl-1H-pyrazolo[4,3-c]pyridine C(CCC)C1=CC(=CC(=N1)N1N=CC=2C(=NC(=CC21)C=2C=NC=CC2OC)C)N2[C@@H]([C@H](C2)CS(=O)(=O)C)C